4-[1-(1-cyclopentylbut-3-en-1-yl)-1H-pyrazol-4-yl]-7H-pyrrolo[2,3-d]pyrimidine-trifluoroacetate salt FC(C(=O)O)(F)F.C1(CCCC1)C(CC=C)N1N=CC(=C1)C=1C2=C(N=CN1)NC=C2